FC1=CC2=C(N(C=N2)C2CN(C2)CC=2C=C3CN(C(C3=CC2)=O)N2C(NC(CC2)=O)=O)C=C1 1-(5-((3-(5-fluoro-1H-benzo[d]imidazol-1-yl)azetidin-1-yl)methyl)-1-oxoisoindolin-2-yl)dihydropyrimidine-2,4(1H,3H)-dione